C(C)(C)(C)C=1C=C(C=CC1)C1CC2(C1)CN(CC2)C(=O)C2CC1(C2)NC(OC1)=O (2s,4s)-2-(2-(3-(tert-butyl)phenyl)-6-azaspiro[3.4]octane-6-carbonyl)-7-oxa-5-azaspiro[3.4]octane-6-one